C1(=CC=CC=C1)[Si](OC1CCCCC1)(C1=CC=CC=C1)CCCSSCCC[Si](OC1CCCCC1)(C1=CC=CC=C1)C1=CC=CC=C1 bis(diphenylcyclohexyloxysilylpropyl) disulfide